3-nitro-4-(((tetrahydro-2H-pyran-4-yl)methyl)amino)benzenesulfonamide [N+](=O)([O-])C=1C=C(C=CC1NCC1CCOCC1)S(=O)(=O)N